6-(1-cyano-2,2-dimethylcyclopropyl)imidazo[1,2-a]pyrimidine-2-carboxylic acid C(#N)C1(C(C1)(C)C)C=1C=NC=2N(C1)C=C(N2)C(=O)O